C(C)(C)(C)OC(N[C@H]1CN(CC12CC2)C2=C1C=NN(C1=CC=C2N)C(C)(C)C)=O N-[(7R)-5-(5-amino-1-tert-butyl-indazol-4-yl)-5-azaspiro[2.4]hept-7-yl]carbamic acid tert-butyl ester